4-methyl-5-(4-nitrophenyl)-1H-imidazole CC=1N=CNC1C1=CC=C(C=C1)[N+](=O)[O-]